[K+].O1C=2C(OCC1COCCCS(=O)(=O)[O-])=CSC2 3-[(2,3-dihydrothieno[3,4-b]-[1,4]dioxin-2-yl)methoxy]-1-propanesulfonic acid potassium salt